C(C)(C)S i-propyl mercaptan